C(C)OC=1C=C(C=C(C1C)OCC)[C@@H](C)N(C(=O)NC1(CC2=CC=CC=C2C1)C(=O)O)CCCCC1=CC=CC=C1 2-({[(1R)-1-(3,5-Diethoxy-4-Methylphenyl)Ethyl](4-Phenylbutyl)Carbamoyl}Amino)-2,3-Dihydro-1H-Indene-2-Carboxylic Acid